bis(3-aminophenoxy)fluorene NC=1C=C(OC2=C(C=3CC4=CC=CC=C4C3C=C2)OC2=CC(=CC=C2)N)C=CC1